(4-chloro-6,7-dihydro-5H-cyclopenta[d]pyridazin-1-yl)(pyridin-3-yl)methanone ruthenium(II) [Ru+2].ClC=1C2=C(C(=NN1)C(=O)C=1C=NC=CC1)CCC2